NC1=NC(=C(C=2N1C(N(N2)C=C2OCCC2)=O)C2=CC(=NC(=C2)OC)CO)C2=CC=CC=C2 5-amino-8-[2-(hydroxymethyl)-6-methoxy-4-pyridinyl]-7-phenyl-2-[[(2R)-tetrahydrofuranyl-2-yl]methyl]-[1,2,4]triazolo[4,3-c]pyrimidin-3-one